2-[(4,5-dimethyl-3-trimethylstannyl-pyrazol-1-yl)methoxy]ethyl-trimethyl-silane CC=1C(=NN(C1C)COCC[Si](C)(C)C)[Sn](C)(C)C